COC(=O)C=1N=NC(=CC1NC=1C=NC(=CC1)SC)C1=C(C=CC=C1F)F 6-(2,6-difluorophenyl)-4-((6-(methylthio)pyridin-3-yl)amino)pyridazine-3-carboxylic acid methyl ester